1-acetyl-3-(3-methoxypropoxy)-1H-pyrazole-4-carboxylic acid ethyl ester C(C)OC(=O)C=1C(=NN(C1)C(C)=O)OCCCOC